N-(3-(4'-chloro-[1,1'-biphenyl]-4-yl)propyl)-6-methyl-2-(1H-pyrrol-2-yl)thieno[2,3-d]pyrimidin-4-amine ClC1=CC=C(C=C1)C1=CC=C(C=C1)CCCNC=1C2=C(N=C(N1)C=1NC=CC1)SC(=C2)C